perfluorooctyl-ethyl-sulfonyl chloride FC(C(F)(F)F)(S(=O)(=O)Cl)C(C(C(C(C(C(C(C(F)(F)F)(F)F)(F)F)(F)F)(F)F)(F)F)(F)F)(F)F